C(C=C)OP(=O)(O)O.C(C)C(CP(O)(O)=O)OC(C(=C)C)=O ethyl-methacryloyloxyethyl-phosphonic acid, allyl-phosphate salt